(R)-7-((6-((dimethylamino)-methyl)-5-(tetrahydrofuran-3-yl)pyridin-2-yl)amino)-4-(1-methyl-1H-pyrrolo[2,3-b]pyridin-4-yl)isoindolin-1-one CN(C)CC1=C(C=CC(=N1)NC=1C=CC(=C2CNC(C12)=O)C1=C2C(=NC=C1)N(C=C2)C)[C@@H]2COCC2